FC(C(=O)O)(F)F.BrC1=CC=CC=2C=3C(CN(C3C=CC21)C(NCCCC)=N)C 6-Bromo-N-butyl-1-methyl-1,2-dihydro-3H-benzo[e]indole-3-carboximidamide 2,2,2-trifluoroacetic acid salt